methyl 1-acetyl-6-chloro-1H-pyrrolo[2,3-b]pyridine-5-carboxylate C(C)(=O)N1C=CC=2C1=NC(=C(C2)C(=O)OC)Cl